4'-Cyclopropyl-5,6'-dimethoxy-N-(4-(pyridin-2-ylmethoxy)benzyl)-[2,5'-bipyrimidin]-4-amine C1(CC1)C1=NC=NC(=C1C1=NC=C(C(=N1)NCC1=CC=C(C=C1)OCC1=NC=CC=C1)OC)OC